ClC=1C=C2C(C(=CN(C2=CC1N1CC2=NC=CC=C2C1)C=1C=NC(=CC1)N1CC(C1)N(C)C)C(=O)O)=O 6-chloro-7-(5,7-dihydro-6H-pyrrolo[3,4-b]pyridin-6-yl)-1-(6-(3-(dimethylamino)-azetidin-1-yl)pyridin-3-yl)-4-oxo-1,4-dihydroquinoline-3-carboxylic acid